3-(4-hydroxy-3-methyl-5-(trifluoromethyl)phenyl)-N-(4-((tetrahydro-2H-pyran-4-yl)oxy)benzyl)-1,2,4-oxadiazole-5-carboxamide OC1=C(C=C(C=C1C(F)(F)F)C1=NOC(=N1)C(=O)NCC1=CC=C(C=C1)OC1CCOCC1)C